The molecule is a branched amino oligosaccharide that is a octadecasaccharide comprising a linear trisaccharide of beta-D-mannose and two N-acetyl-beta-D-glucosamine residues all linked in sequence (1->4), to the mannosyl residue of which are linked an N-acetyl-beta-D-glucosaminyl residue [via a (1->4) linkage], an N-acetyl-alpha-neuraminyl-(2->3)-beta-D-galactosyl-(1->4)-N-acetyl-beta-D-glucosaminyl-(1->2)-[N-acetyl-alpha-neuraminyl-(2->3)-beta-D-galactosyl-(1->4)-N-acetyl-beta-D-glucosaminyl-(1->6)]-alpha-D-mannosyl branched heptasaccharide unit [linked (1->6)], and an N-acetyl-alpha-neuraminyl-(2->3)-beta-D-galactosyl-(1->4)-N-acetyl-beta-D-glucosaminyl-(1->2)-[N-acetyl-alpha-neuraminyl-(2->3)-beta-D-galactosyl-(1->4)-N-acetyl-beta-D-glucosaminyl-(1->4)]-alpha-D-mannosyl branched heptasaccharide unit [linked (1->3)]. It is a glucosamine oligosaccharide and an amino oligosaccharide. CC(=O)N[C@@H]1[C@H](C[C@@](O[C@H]1[C@@H]([C@@H](CO)O)O)(C(=O)O)O[C@H]2[C@H]([C@H](O[C@H]([C@@H]2O)O[C@@H]3[C@H](O[C@H]([C@@H]([C@H]3O)NC(=O)C)OC[C@@H]4[C@H]([C@@H]([C@@H]([C@H](O4)OC[C@@H]5[C@H]([C@@H]([C@@H]([C@@H](O5)O[C@@H]6[C@H](O[C@H]([C@@H]([C@H]6O)NC(=O)C)O[C@@H]7[C@H](O[C@H]([C@@H]([C@H]7O)NC(=O)C)O)CO)CO)O)O[C@@H]8[C@H]([C@H]([C@@H]([C@H](O8)CO)O[C@H]9[C@@H]([C@H]([C@@H]([C@H](O9)CO)O[C@H]1[C@@H]([C@H]([C@H]([C@H](O1)CO)O)O[C@@]1(C[C@@H]([C@H]([C@@H](O1)[C@@H]([C@@H](CO)O)O)NC(=O)C)O)C(=O)O)O)O)NC(=O)C)O)O[C@H]1[C@@H]([C@H]([C@@H]([C@H](O1)CO)O[C@H]1[C@@H]([C@H]([C@H]([C@H](O1)CO)O)O[C@@]1(C[C@@H]([C@H]([C@@H](O1)[C@@H]([C@@H](CO)O)O)NC(=O)C)O)C(=O)O)O)O)NC(=O)C)O[C@H]1[C@@H]([C@H]([C@@H]([C@H](O1)CO)O)O)NC(=O)C)O[C@H]1[C@@H]([C@H]([C@@H]([C@H](O1)CO)O[C@H]1[C@@H]([C@H]([C@H]([C@H](O1)CO)O)O[C@@]1(C[C@@H]([C@H]([C@@H](O1)[C@@H]([C@@H](CO)O)O)NC(=O)C)O)C(=O)O)O)O)NC(=O)C)O)O)CO)CO)O)O